2-(5-bromo-3-fluoro-2-methylphenyl)propionitrile BrC=1C=C(C(=C(C1)C(C#N)C)C)F